C(C)(=O)N1N=C(CC1C1=CC=C(C=C1)C)C=1C(NC2=CC=C(C=C2C1CC1=CC=CC=C1)Cl)=O 3-[2-acetyl-3-(p-tolyl)-3,4-dihydropyrazol-5-yl]-4-benzyl-6-chloro-1H-quinolin-2-one